5-chloro-3-(morpholinomethyl)-7-nitroquinoline ClC1=C2C=C(C=NC2=CC(=C1)[N+](=O)[O-])CN1CCOCC1